pyrrolo[1,2-a][1,4]diazepin-1-one C1(C=2N(C=CC=N1)C=CC2)=O